N=C1SC=CN1 2-iminothiazol